C([C@@H]1[C@H]([C@@H]([C@H]([C@H](O1)OC[C@H]([C@H]([C@@H]([C@H](C=O)O)O)O)O)O)O)O)O 6-O-alpha-D-glucopyranosyl-D-glucose